N1C=CCC=C1 1,4-dihydro-pyridine